18-Benzyl-12-(2,6-dimethylphenyl)-15-oxa-8λ6-thia-1,9,11,18,22-pentaazatetracyclo[14.4.1.13,7.110,14]tricosa-3(23),4,6,10(22),11,13-hexaene-2,8,8-trione C(C1=CC=CC=C1)N1CC2OC3=CC(=NC(NS(C4=CC=CC(C(N(CC1)C2)=O)=C4)(=O)=O)=N3)C3=C(C=CC=C3C)C